CC(C)(C)[S@@](=O)N[C@@H]1CCCC12CCN(CC2)C=2N(C(C(=CN2)SC2=CC=1N(C=C2)N=CC1)=C=O)C (R)-2-methyl-N-((R)-8-(1-methyl-6-carbonyl-5-(pyrazolo[1,5-a]pyridin-5-ylsulfanyl)-1,6-dihydropyrimidin-2-yl)-8-azaspiro[4.5]decan-1-yl)propane-2-sulfinamide